NC=1C=NN(C1)C1=C2C=CC(=NC2=CC=C1)C(=O)NS(=O)(=O)C1=NC(=CC=C1OC)C(C)(C)C 5-(4-amino-1H-pyrazol-1-yl)-N-((6-(tert-butyl)-3-methoxypyridin-2-yl)sulfonyl)quinoline-2-carboxamide